N1(CCCC1)CCNC1=CC=C(C=N1)C1=NC=CC=C1 N-(2-(pyrrolidin-1-yl)ethyl)-[2,3'-bipyridin]-6'-amine